CC1=C(C(=CC=C1)C)C1=NC=2NS(C3=CC=CC(C(N4C[C@@H](NC[C@@H](OC(=C1)N2)C4)CC(C)C)=O)=C3)(=O)=O (16R,19S)-12-(2,6-dimethylphenyl)-19-(2-methylpropyl)-15-oxa-8λ6-thia-1,9,11,18,22-pentaazatetracyclo[14.4.1.13,7.110,14]tricosa-3(23),4,6,10(22),11,13-hexaene-2,8,8-trione